4-{[5-amino-6-fluoro-7-(8-methyl-2,3-dihydro-1H-pyrido[2,3-b][1,4]oxazin-7-yl)quinazolin-2-yl]amino}-3-methoxybenzene-1-sulfonamide NC1=C2C=NC(=NC2=CC(=C1F)C1=C(C2=C(OCCN2)N=C1)C)NC1=C(C=C(C=C1)S(=O)(=O)N)OC